P(=O)(OC1=CC=C(C=C1)C(C)(C)C)(OC1=CC=C(C=C1)C(C)(C)C)[O-].[Na+] sodium bis(4-t-butyl-phenyl) phosphate